N-allylnaphthalen-1-amine C(C=C)NC1=CC=CC2=CC=CC=C12